ClC=1C(=CC2=C([C@@H]([C@](O2)(C2=CC=CC=C2)CO)C)C1C1=C(C(=O)OC)C=CC(=C1F)OCCOC1OCCCC1)F methyl 2-((2S,3S,4R)-5-chloro-6-fluoro-2-(hydroxymethyl)-3-methyl-2-phenyl-2,3-dihydrobenzofuran-4-yl)-3-fluoro-4-(2-((tetrahydro-2H-pyran-2-yl)oxy)ethoxy)benzoate